O=C1NC(CCC1N1C(C2=CC=CC(=C2C1=O)O)=O)=O 2-(2,6-dioxo-piperidin-3-yl)-4-hydroxy-isoindol-1,3-dione